4,4,5-trimethylhexan-3-one oxime CC(C(CC)=NO)(C(C)C)C